(2-(2-(2-(3-amino-6-bromopyrazine-2-carboxamido)phenoxy)ethoxy)ethyl)(2-hydroxyethyl)carbamic acid tert-butyl ester C(C)(C)(C)OC(N(CCO)CCOCCOC1=C(C=CC=C1)NC(=O)C1=NC(=CN=C1N)Br)=O